Cl\C(\C(=O)[N-][N+]1=CC=CC=C1)=C/C1=CC=C(C=C1)OC(F)(F)F (Z)-(2-chloro-3-(4-(trifluoromethoxy)phenyl)acryloyl)(pyridin-1-ium-1-yl)amide